2-(2,3-dihydrobenzofuran-5-yl)acetic acid O1CCC2=C1C=CC(=C2)CC(=O)O